ClC1=CC=C(C=C1)[C@@]1(N(C(C2=CC(=CC(=C12)F)C(C)(C=1NC=CN1)O)=O)CC1=NC=C(C=C1)Cl)OC (3R)-3-(4-chlorophenyl)-2-[(5-chloropyridin-2-yl)methyl]-4-fluoro-6-[1-hydroxy-1-(1H-imidazol-2-yl)ethyl]-3-methoxy-2,3-dihydro-1H-isoindol-1-one